[Si](C1=CC=CC=C1)(C1=CC=CC=C1)(C(C)(C)C)OC(C(C)(C)F)O (tert-butyldiphenylsilyloxy)-2-fluoro-2-methylpropan-1-ol